pyrimidinylsulfonylurea C1=CN=C(N=C1)S(=O)(=O)NC(=O)N